(terphenylyl)(triphenyleneyl)dibenzofuran C1(=C(C=CC=C1)C1=C(C2=C(OC3=C2C=CC=C3)C=C1)C1=CC=CC=3C2=CC=CC=C2C2=CC=CC=C2C13)C=1C(=CC=CC1)C1=CC=CC=C1